FC(C1=NC2=CC=CC=C2C(=C1)N1CCN(CC1)C(=O)C1CN(CCC1)C(=O)C1=CC=C(C=C1)NC(C)=O)(F)F N-(4-(3-(1-(2-(trifluoromethyl)quinolin-4-yl)piperazine-4-carbonyl)piperidine-1-carbonyl)phenyl)acetamide